OCCN(CCCCCCCC(=O)NC(CCCCCCCC)CCCCCCCC)CCCCCC(NCCCCCCCCCCC)=O 8-[2-hydroxyethyl-[6-oxo-6-(undecyl-amino)hexyl]amino]-N-(1-octylnonyl)octanamide